FC(C(=O)NCC=1C=NN(C1)CC1=CC2=C(C(=NO2)NS(=O)(=O)C2=C(C=CC(=C2)C)OC)C(=C1)OC)=C 2-fluoro-N-((1-((4-methoxy-3-((2-methoxy-5-methylphenyl)sulfonamido)benzo[d]isoxazol-6-yl)methyl)-1H-pyrazol-4-yl)methyl)acrylamide